The molecule is a secondary carboxamide that is anthranilic acid in which the carboxy group has undergone condensation with the primary amino group of alpha-amino-epsilon-caprolactam, while the aryl-amino group has undergone condensation with the carboxy group of 1-benzothiophene-2-carboxylic acid. It is a selective, non-competitive antagonist of tropomyosin receptor kinase B (TrkB, also known as tyrosine receptor kinase B). It has a role as a tropomyosin-related kinase B receptor antagonist, an antidepressant and an anxiolytic drug. It is a secondary carboxamide, a member of caprolactams and a member of 1-benzothiophenes. It derives from a 2-aminohexano-6-lactam and an anthranilic acid. C1CCNC(=O)C(C1)NC(=O)C2=CC=CC=C2NC(=O)C3=CC4=CC=CC=C4S3